C(#C)C1=C2C(=CC(=CC2=CC=C1F)O)C1=C(C=2N=C(N=C(C2C=N1)N1CCCCC1)OC[C@]12CCCN2C[C@@H](C1)F)F 5-ethynyl-6-fluoro-4-[8-fluoro-2-{[(2R,7aS)-2-fluorotetrahydro-1H-pyrrolizin-7a(5H)-yl]methoxy}-4-(piperidin-1-yl)pyrido[4,3-d]pyrimidin-7-yl]naphthalen-2-ol